4-(5-amino-1-(1-(but-2-ynoyl)pyrrolidin-3-yl)imidazo[1,5-c]pyrimidin-3-yl)-N-(4-cyclopropylpyridin-2-yl)benzamide NC1=NC=CC=2N1C(=NC2C2CN(CC2)C(C#CC)=O)C2=CC=C(C(=O)NC1=NC=CC(=C1)C1CC1)C=C2